2-((R)-2-amino-2,3-dihydrospiro[indene-1,4'-piperidin]-1'-yl)-5-(2,3-dichlorophenyl)-6-methylpyrimidine-4-carbonitrile N[C@@H]1CC2=CC=CC=C2C12CCN(CC2)C2=NC(=C(C(=N2)C#N)C2=C(C(=CC=C2)Cl)Cl)C